BrC1=NN2C(N=C(C=C2NCC2(CC(C2)N2CCN(CC2)C)C2=CC=CC=C2)C(F)(F)F)=C1 2-bromo-N-(((1s,3s)-3-(4-methylpiperazin-1-yl)-1-phenylcyclobutyl)methyl)-5-(trifluoromethyl)pyrazolo[1,5-a]pyrimidin-7-amine